CC1(C2C(NC3=CC(=CC=C13)C)C1=C(SC2)C=2C=CC=CC2OC1)C 7,7,10-trimethyl-6a,7,12,12a-tetrahydro-6H,13H-chromeno[3',4':5,6]thiopyrano[4,3-b]quinoline